rac-(4bS,5R,6S,7S,7aR)-7a-(4-bromophenyl)-6-((3,3-difluoropyrrolidin-1-yl)methyl)-4-methoxy-7-phenyl-5,6,7,7a-tetrahydro-4bH-cyclopenta[4,5]furo[2,3-c]pyridine-4b,5-diol BrC1=CC=C(C=C1)[C@]12[C@](C3=C(C=NC=C3OC)O1)([C@@H]([C@@H]([C@H]2C2=CC=CC=C2)CN2CC(CC2)(F)F)O)O |r|